C1(CCCC1)N1C(=NC2=C1C=C(C(=C2)OC[C@H]2CN(CC2)CC)OC)N (R)-1-cyclopentyl-5-((1-ethylpyrrolidin-3-yl)methoxy)-6-methoxy-1H-benzo[d]imidazole-2-amine